3-bromo-5-(4-fluoro-3-methyl-5-(trifluoromethyl)phenoxy)-1-propan-2-yl-1H-1,2,4-triazole BrC1=NN(C(=N1)OC1=CC(=C(C(=C1)C(F)(F)F)F)C)C(C)C